ClC=1C=NN2C1N=C(N=C2NCC=2C=NC(=CC2C)C)C2=C(C=CC=C2F)F 8-chloro-2-(2,6-difluorophenyl)-N-((4,6-dimethylpyridin-3-yl)methyl)pyrazolo[1,5-a][1,3,5]triazin-4-amine